C1(CC1)CN1C[C@@H](CC1)NC(=O)C1CCN(CC1)C1=C2C=CC=NC2=C(C=C1)C(F)(F)F 1-(8-Trifluoromethyl-quinolin-5-yl)-piperidine-4-carboxylic acid ((R)-1-cyclopropylmethyl-pyrrolidin-3-yl)-amide